C(=O)(OCC1=CC=CC=C1)N1CCC=CC1 N-carbobenzoxy-3,6-dihydro-2H-pyridine